3-Methyl-6-Nitro-1H-Indole CC1=CNC2=CC(=CC=C12)[N+](=O)[O-]